Natrium bromid [Br-].[Na+]